C(C=C)OCC[N+]1(CCOCC1)CCOP(=O)(O)[O-] 2-[4-(2-Allyloxyethyl)morpholin-4-ium-4-yl]ethyl-hydrogenphosphat